N[C@H]1C(N(C2=C(C(C1)(F)F)C=C(C(=C2)C=2OC(=NN2)C(C)(C)C)F)CC2=CC=C(C=C2)OC2CCCC2)=O (3R)-3-amino-8-(5-tert-butyl-1,3,4-oxadiazol-2-yl)-1-[[4-(cyclopentoxy)phenyl]methyl]-5,5,7-trifluoro-3,4-dihydro-1-benzazepin-2-one